C(#N)C=1C=C(C=NC1N1N=CC=N1)NC(=O)C=1C=NN(C1C(F)(F)F)C1=CN=CC=2N1C=CN2 N-(5-cyano-6-(2H-1,2,3-triazol-2-yl)pyridin-3-yl)-1-(imidazo[1,2-a]pyrazin-5-yl)-5-(trifluoromethyl)-1H-pyrazole-4-carboxamide